OC(=O)C(F)(F)F.N1C=CC=C1C(=O)N Azole-5-carboxamide TFA salt